C(#N)[C@@]1(C(N(C[C@H]1C)C=1C=2N(N=CC1)C=C(C2)C2=NC=CC(=C2C#N)O)=O)C2CC2 2-[4-[(3R,4S)-3-cyano-3-cyclopropyl-4-methyl-2-oxopyrrolidin-1-yl]pyrrolo[1,2-b]pyridazin-6-yl]-4-hydroxypyridine-3-carbonitrile